COC=1C=C(C=CC1)CCC1=C(C(=O)N)C=CC(=C1)C1=NOC(=N1)C(F)(F)F (3-methoxyphenylethyl)-4-(5-(trifluoromethyl)-1,2,4-oxadiazol-3-yl)benzamide